isatin β-thiosemicarbazone C1=CC=C2C(=C1)C(=C(N2)O)N=NC(=S)N